1-(4-(5-chloro-7-fluoro-6-(5-hydroxy-1-methyl-1H-indazol-7-yl)-2,1-benzothiazol-3-yl)-1-piperazinyl)-2-propen-1-one ClC=1C(=C(C=2C(=C(SN2)N2CCN(CC2)C(C=C)=O)C1)F)C=1C=C(C=C2C=NN(C12)C)O